4-((1-(4-(2-(2-aminopyridin-3-yl)-5-(4-methylpyridin-2-yl)-3H-imidazo[4,5-b]pyridin-3-yl)benzyl)piperidin-4-yl)amino)pyrimidine-2-carbonitrile NC1=NC=CC=C1C1=NC=2C(=NC(=CC2)C2=NC=CC(=C2)C)N1C1=CC=C(CN2CCC(CC2)NC2=NC(=NC=C2)C#N)C=C1